2-ethyl-2-butyl-propanediol diacrylate C(C=C)(=O)OC(C(C)(CCCC)CC)OC(C=C)=O